SCCC1=C(C(C(O)=N)=CC(=C1C(=O)O)C(O)=N)C(=O)O mercaptoethyl-pyromellitic acid diimine